8-nonyloxymethyl ether CCCCCCCC(C)OCOCOC(CCCCCCC)C